NC[C@H](CC1=C(C=C(C=C1)O)C)N(C)C (S)-4-(3-amino-2-(dimethylamino)propyl)-3-methylphenol